2-(methacryloyloxymethyl)-4-trifluoromethyloxetane C(C(=C)C)(=O)OCC1OC(C1)C(F)(F)F